OC1=NC2=CC=CC=C2C(=C1)C=O 2-HYDROXYQUINOLINE-4-CARBOXALDEHYDE